4-(2-Hydroxy-Ethyl)-10-Oxa-4-Aza-Tricyclo[5.2.1.02,6]-Dec-8-Ene-3,5-Dione OCCN1C(C2C3C=CC(C2C1=O)O3)=O